2-[6-[2-(5-fluoro-3-pyridinyl)-5-thiazolyl]-2-pyridinyl]pyrimidine FC=1C=C(C=NC1)C=1SC(=CN1)C1=CC=CC(=N1)C1=NC=CC=N1